O=C1C(=CN=C(N1CC(NCC1=CC=2C=NC=CC2N1)=O)C1=CC=CC=C1)NC(=O)C1CCC(CC1)OC1=CC=CC=C1 N-[6-oxo-1-[2-oxo-2-(1H-pyrrolo[3,2-c]pyridin-2-ylmethylamino)ethyl]-2-phenyl-pyrimidin-5-yl]-4-phenoxy-cyclohexanecarboxamide